naphthalene-1,5-bisdiazonium C1(=CC=CC=2C(=CC=CC12)[N+]#N)[N+]#N